1,2-Bis[(1,1-dimethylethyl)thio]-1,1,2,2-tetramethyl-disilane CC(C)(C)S[Si]([Si](C)(C)SC(C)(C)C)(C)C